[W](=O)=O.[Pt] platinum-tungsten dioxide